3-Methyl-2-(6-{[(3-methyl-1,2-thiazol-5-yl)amino]methyl}pyridazin-3-yl)-5-(trifluoromethyl)phenol CC=1C(=C(C=C(C1)C(F)(F)F)O)C=1N=NC(=CC1)CNC1=CC(=NS1)C